4-(6-((4-cyano-6-fluorobenzofuran-7-yl)methoxy)pyridin-2-yl)piperidine C(#N)C1=CC(=C(C2=C1C=CO2)COC2=CC=CC(=N2)C2CCNCC2)F